C(C=C)N1N=CC(=C1)C1=NC2=C(C(=CC=C2N=C1)OC1=CC2=C(N=C(N2)C)C=C1)Cl 2-(1-allylpyrazol-4-yl)-8-chloro-7-[(2-methyl-3H-benzimidazol-5-yl)oxy]quinoxaline